N-({4-bromo-1H,3H-furo[3,4-c]quinolin-7-yl}methyl)-2-cyclopropyl-N-(4,4-difluoro-1,1-di-oxo-3,4-dihydro-2H-1λ6-benzothiopyran-8-yl)pyrimidine-5-carboxamide BrC1=NC=2C=C(C=CC2C2=C1COC2)CN(C(=O)C=2C=NC(=NC2)C2CC2)C2=CC=CC=1C(CCS(C12)(=O)=O)(F)F